C(C)OC(=O)C1=CN(C2=CC(=C(C=C2C1=O)[N+](=O)[O-])C)C 1,7-dimethyl-6-nitro-4-oxo-1,4-dihydroquinoline-3-carboxylic acid ethyl ester